N-(4-(chlorodifluoromethoxy)phenyl)-1-isopropyl-7-((4-methoxybenzyl)amino)-1H-benzo[d]Imidazole-5-carboxamide ClC(OC1=CC=C(C=C1)NC(=O)C1=CC2=C(N(C=N2)C(C)C)C(=C1)NCC1=CC=C(C=C1)OC)(F)F